BrC1=C(C(=C(C=C1)N)[N+](=O)[O-])OCC1CC1 4-bromo-3-(cyclopropylmethoxy)-2-nitrobenzeneAmine